ethylene glycol bisdifluoroethyl ether FC(COCCOCC(F)F)F